2,2,2-trifluoro-N-(1-(5-(5-methyl-4-(2-oxo-2,3-dihydrobenzo[d]oxazol-5-ylamino)pyrimidin-2-ylamino)pyridin-2-yl)pyrrolidin-3-yl)acetamide FC(C(=O)NC1CN(CC1)C1=NC=C(C=C1)NC1=NC=C(C(=N1)NC=1C=CC2=C(NC(O2)=O)C1)C)(F)F